5-(4-fluorophenyl)-4-hydroxy-N-[4-[(7-methoxy-6-propan-2-yloxy-1,5-naphthyridin-4-yl)oxy]phenyl]-6-methylpyridine-3-carboxamide FC1=CC=C(C=C1)C=1C(=C(C=NC1C)C(=O)NC1=CC=C(C=C1)OC1=CC=NC2=CC(=C(N=C12)OC(C)C)OC)O